methyl N-[5-[6-[[4-(difluoromethoxy)phenyl]-methyl-carbamoyl]imidazo[1,2-a]pyridin-3-yl]-2-pyridyl]carbamate FC(OC1=CC=C(C=C1)N(C(=O)C=1C=CC=2N(C1)C(=CN2)C=2C=CC(=NC2)NC(OC)=O)C)F